O[Si]1(O[Si](O[Si](O[Si](O1)(C1=CC=CC=C1)O)(C1=CC=CC=C1)O)(C1=CC=CC=C1)O)C1=CC=CC=C1 cis-tetrahydroxy-(tetraphenyl)cyclotetrasiloxane